FC(OC1=CC=C(CN2C(=NC=3C2=NC=CC3)CCC(=O)N)C=C1)(F)F 3-[3-(4-trifluoromethoxybenzyl)-3H-imidazo[4,5-b]pyridin-2-yl]-propionamid